isobutyl-di(dec-9-en-1-yl)-aluminum C(C(C)C)[Al](CCCCCCCCC=C)CCCCCCCCC=C